monoglyceryl monononanoate C(CCCCCCCC)(=O)OCC(O)CO